3-[1-[3-fluoro-4-(trifluoromethyl)phenyl]sulfonyl-4-piperidyl]isoxazol-5-amine FC=1C=C(C=CC1C(F)(F)F)S(=O)(=O)N1CCC(CC1)C1=NOC(=C1)N